NC=1C=2N(C3=C(N1)C=NC(=C3)C(=O)N3[C@@H]1[C@H](CCC3)OC3=C1C=CC(=C3F)C(F)(F)F)C=NC2C (4-amino-3-methylimidazo[1,5-a]pyrido[3,4-e]pyrazin-8-yl)((4aS,9bS)-6-fluoro-7-(trifluoromethyl)-3,4,4a,9b-tetrahydrobenzofuro[3,2-b]pyridin-1(2H)-yl)methanone